methyl ((6-(2,2'-dichloro-3'-(4-oxo-3-(((((S)-5-oxopyrrolidin-2-yl)methyl)amino)methyl)-4H-pyrido[1,2-a]pyrimidin-8-yl)-[1,1'-biphenyl]-3-yl)-2-methoxypyridin-3-yl)methyl)-D-serinate ClC1=C(C=CC=C1C1=CC=C(C(=N1)OC)CN[C@H](CO)C(=O)OC)C1=C(C(=CC=C1)C1=CC=2N(C(C(=CN2)CNC[C@H]2NC(CC2)=O)=O)C=C1)Cl